3-(2-methyl-2-phenyl-1,3-dioxolan-4-yl)-1-phenylpropan-1-one CC1(OCC(O1)CCC(=O)C1=CC=CC=C1)C1=CC=CC=C1